CC1=NC=2[C@H](CC[C@H](C2C=C1)NC(C=C)=O)OC1=CC=C(C=C1)C(F)(F)F N-[(5R,8S)-2-methyl-8-{4-(trifluoromethyl)phenoxy}-5,6,7,8-tetrahydroquinolin-5-yl]acrylamide